tert-butyl (E)-(3-((5-(1-(benzylimino)ethyl)-2-(methylthio)pyrimidin-4-yl)amino)phenyl)carbamate C(C1=CC=CC=C1)\N=C(/C)\C=1C(=NC(=NC1)SC)NC=1C=C(C=CC1)NC(OC(C)(C)C)=O